C(CCCCCC(C)(C)C)(=O)OC(CN(CCN(CC(C)O)CC(C)O)CC(C)O)C.[Bi] bismuth 1,1',1'',1'''-(1,2-ethanediyldinitrilo)tetrakis[2-propanol] neodecanoate